FC1=C(C(=C(C(=C1[B-](C1=C(C(=C(C(=C1F)F)F)F)F)(C1=C(C(=C(C(=C1F)F)F)F)F)C1=C(C(=C(C(=C1F)F)F)F)F)F)F)F)F.C(CCC)[NH+](C1=CC=CC=C1)CCCC dibutylphenylammonium tetrakis(pentafluorophenyl)borate